C1(=CC=CC=C1)S(=O)(=O)N1C=C(C=2C1=NC=CC2)C=2SC=C(N2)C=2C=C(C=CC2)[C@@]2(CCC1=C2N=CS1)O (R,S)-4-(3-(2-(1-(phenylsulfonyl)-1H-pyrrolo[2,3-b]pyridin-3-yl)thiazol-4-yl)phenyl)-5,6-dihydro-4H-cyclopenta[d]thiazol-4-ol